2-(4-methoxyisoxazol-3-yl)-2-methylpropanenitrile COC=1C(=NOC1)C(C#N)(C)C